2,5,7-trimethyl-3-benzofuranacetic acid CC1(CC2=C(O1)C(=CC(=C2)C)C)CC(=O)O